NCCOCCOCC(=O)N[C@H](C(=O)N1C(CC(C1)O)C(=O)NCC1=CC=C(C=C1)C1=C(N=CS1)C)C(C)(C)C ((S)-2-(2-(2-(2-aminoethoxy)ethoxy)acetamido)-3,3-dimethylbutanoyl)-4-hydroxy-N-(4-(4-methylthiazol-5-yl)benzyl)pyrrolidine-2-carboxamide